2-(2-furyl)-1,3-dioxolane O1C(=CC=C1)C1OCCO1